NC=1N=CC2=C(N1)N1C(=NCCC1)C(=C2)C=2C=C(C(=NC2)OC)NS(=O)(=O)C2=C(C=C(C=C2)F)F N-(5-(2-amino-9,10-dihydro-8H-pyrido[1,6-a:2,3-d']dipyrimidin-6-yl)-2-methoxypyridin-3-yl)-2,4-difluorobenzenesulfonamide